C(C)N1C2=NC(=NC(=C2N=C1SC)N1CCOCC1)N1N=C(C(=C1)C1=CC=CC=C1)OC 4-(9-ethyl-2-(3-methoxy-4-phenyl-1H-pyrazol-1-yl)-8-(methylthio)-9H-purin-6-yl)morpholine